15-(tert-butoxy)-15-oxopentadecanoic acid C(C)(C)(C)OC(CCCCCCCCCCCCCC(=O)O)=O